C(C=C)OC=1C=CC(=NC1)COC=1C=C2CN(C(C2=CC1)=O)C1=NN(C(C=C1)=O)C 5-((5-(allyloxy)-pyridin-2-yl)methoxy)-2-(1-methyl-6-oxo-1,6-dihydropyridazin-3-yl)isoindolin-1-one